(R)-2-(2-((3'-(1-aminoethyl)-5-(6-oxa-2-azaspiro[3.4]octan-2-yl)-[1,1'-biphenyl]-3-yl)methoxy)phenyl)acetic acid N[C@H](C)C=1C=C(C=CC1)C1=CC(=CC(=C1)N1CC2(C1)COCC2)COC2=C(C=CC=C2)CC(=O)O